6-(3-Isopropyl-5-(1-(oxetan-3-yl)piperidin-4-yl)-1H-indol-2-yl)-[1,2,4]triazolo[4,3-a]pyridin C(C)(C)C1=C(NC2=CC=C(C=C12)C1CCN(CC1)C1COC1)C=1C=CC=2N(C1)C=NN2